BrC1=CC(=C(C(=O)NC2=C3N=C(C=NC3=CC=C2)N2CC(C2)(F)F)C=C1)N1CCC2(CC2)CC1 4-bromo-N-(3-(3,3-difluoroazetidine-1-yl)quinoxaline-5-yl)-2-(6-azaspiro[2.5]octane-6-yl)benzamide